CC=1C=C(C=CC1OC1=CC2=C(N(C=N2)C)C=C1)NC=1C2=C(N=CN1)C=NC(=C2)N2C[C@H](NCC2)C N-{3-methyl-4-[(1-methyl-1,3-benzodiazol-5-yl)oxy]phenyl}-6-[(3R)-3-methylpiperazin-1-yl]pyrido[3,4-d]pyrimidin-4-amine